COC1=C2C=CC=NC2=C(C=C1)S(=O)(=O)NC1=C(C=C(C=C1)C1=CC=CC=C1)C#CC=1C=CC=NC1 5-{2-[4-(5-Methoxychinolin-8-sulfonamido)-[1,1'-biphenyl]-3-yl]ethynyl}pyridin